FC1=CC=C2C(=CN(C2=C1)C)CC(=O)O 2-(6-fluoro-1-methyl-1H-indol-3-yl)acetic acid